C(CCCCCCCCCCCCO)O 1,13-Tridecandiol